C(C1=CC=CC=C1)N(C1CCC(CC1)OCCC1C(CN(CC1)C(=O)OC(C)(C)C)(F)F)CC1=CC=CC=C1 tert-butyl 4-(2-(((1r,4r)-4-(dibenzylamino)cyclohexyl)oxy)ethyl)-3,3-difluoropiperidine-1-carboxylate